O[C@@H](CC(=O)[O-])C.[K+] potassium (R)-3-hydroxybutyrate